C(C)(C)[C@@H]1N(CCN(C1)C)CC1=CC(=C2CNC(C2=C1)=O)C(F)(F)F 6-[[(2S)-2-isopropyl-4-methyl-piperazin-1-yl]methyl]-4-(trifluoromethyl)isoindolin-1-one